1-methoxy-4-(4-methoxybutoxy)butane COCCCCOCCCCOC